C1(CC1)CNC1=C(C=C(C=C1)S(=O)(=O)CC)C=1C=C(C(N(C1)C)=O)N(C)C 5-[2-(cyclopropylmethylamino)-5-ethylsulfonylphenyl]-3-(dimethylamino)-1-methylpyridin-2-one